1-(1H-indol-4-yl)-3-((2-(trimethylsilyl)ethoxy)methyl)pyrimidine-2,4(1H,3H)-dione N1C=CC2=C(C=CC=C12)N1C(N(C(C=C1)=O)COCC[Si](C)(C)C)=O